CN(/C=C/C(=O)C1=CN=C2N1C=C(C=C2)Cl)C (E)-3-(dimethylamino)-1-(6-chloroimidazo[1,2-a]pyridin-3-yl)prop-2-en-1-one